dicyclopropanylmethan C1(CC1)CC1CC1